CN1N=NC2=C1N=CN=C2 3-Methyl-3H-[1,2,3]triazolo[4,5-d]pyrimidin